2,6-Dichloro-3-fluoropyridine-4-carbaldehyde ClC1=NC(=CC(=C1F)C=O)Cl